N-phenyl-2-(pyridin-3-yl)-1H-pyrrolo[3,2-c]pyridin-6-amine C1(=CC=CC=C1)NC1=CC2=C(C=N1)C=C(N2)C=2C=NC=CC2